Hexa-fluoroisopropanol FC(C(C(F)(F)F)O)(F)F